FC=1C(=NC=CC1)CNC(=O)C=1N=C(OC1)CCNCCC=1NC2=C(N1)C=1CCCCC1C=C2 N-((3-fluoropyridin-2-yl)methyl)-2-(2-((2-(6,7,8,9-tetrahydro-3H-naphtho[1,2-d]imidazol-2-yl)ethyl)amino)ethyl)oxazole-4-carboxamide